C(C)(C)NC1=NC(=NC(=N1)NC(C)C)SC 4,6-bis(isopropylamino)-2-methylthio-1,3,5-triazine